phosphonic acid, phosphonic acid salt P(O)(O)=O.P(O)(O)=O